FC1(C[C@H](CCC1)[C@@H](C=1N=C2N(N=C(C(=N2)C2CCOCC2)C[C@@H]2C(NC[C@@H](C2)C(F)(F)F)=O)C1)NC(OCC1=CC=CC=C1)=O)F benzyl ((S)-((S)-3,3-difluorocyclohexyl)(2-(((3R,5R)-2-oxo-5-(trifluoromethyl)piperidin-3-yl)methyl)-3-(tetrahydro-2H-pyran-4-yl)imidazo[1,2-b][1,2,4]triazin-6-yl)methyl)carbamate